N2-[4-(2,6-diazaspiro[3.3]heptan-2-yl)phenyl]-N4-[2-(6-methyl-2-pyridyl)pyrimidin-4-yl]pyrimidine-2,4-diamine C1N(CC12CNC2)C2=CC=C(C=C2)NC2=NC=CC(=N2)NC2=NC(=NC=C2)C2=NC(=CC=C2)C